N1C(=NC2=C1C=CC=C2)C2=CC(=NN2CC2=CC=C(C=C2)OC)NC(=O)C=2C=NC(=CC2)N2[C@@H](CCC2)CO N-[5-(1H-benzimidazol-2-yl)-1-[(4-methoxyphenyl)methyl]-pyrazol-3-yl]-6-[(2S)-2-(hydroxymethyl)pyrrolidin-1-yl]pyridine-3-carboxamide